[4-(3-chloro-2-piperazin-1-yl-6-quinolyl)phenyl]methanamine ClC=1C(=NC2=CC=C(C=C2C1)C1=CC=C(C=C1)CN)N1CCNCC1